4-(trifluoro-methyl)-1H-pyrazole FC(C=1C=NNC1)(F)F